2-[(4-Phenylpyrrolidin-3-yl)oxyl-1,3-thiazol-4-yl]pyridine C1(=CC=CC=C1)C1C(CNC1)OC=1SC=C(N1)C1=NC=CC=C1